N-(4-(4-amino-2-ethyl-1H-imidazo[4,5-c]quinolin-1-yl)butyl)-4-(methylamino)benzamide NC1=NC=2C=CC=CC2C2=C1N=C(N2CCCCNC(C2=CC=C(C=C2)NC)=O)CC